O=C1NC(CC[C@H]1NC=1C=C(C(=NC1)N1CCC(CC1)(O)CC(=O)OC(C)(C)C)F)=O tert-Butyl 2-[1-[5-[[(3R)-2,6-dioxo-3-piperidyl]amino]-3-fluoro-2-pyridyl]-4-hydroxy-4-piperidyl]acetate